(1R)-1-[(3aR,5S,6aR)-2,2-dimethyl-3a,5,6,6a-tetrahydrofuro[2,3-d][1,3]dioxol-5-yl]propan-1-ol CC1(O[C@H]2[C@@H](O1)O[C@@H](C2)[C@@H](CC)O)C